C(C1=CC=CC=C1)N1CC(C(C(C1)C)(F)F)C(CN1C(C2=CC=CC=C2C1=O)=O)C 2-[2-(1-benzyl-4,4-difluoro-5-methyl-3-piperidyl)propyl]isoindoline-1,3-dione